(1S,2R,3R,5R)-3-((S)-(4-chlorophenyl)(hydroxy)methyl)-5-(4-(1-methylhydrazineyl)-7H-pyrrolo[2,3-d]pyrimidin-7-yl)cyclopentane-1,2-diol ClC1=CC=C(C=C1)[C@H]([C@@H]1[C@H]([C@H]([C@@H](C1)N1C=CC2=C1N=CN=C2N(N)C)O)O)O